C(#N)C=1C(=CC(=NC1)NC(=O)N1C2CC(C3=CC=C(N=C13)C=O)(C2)OC)NCCOCCOC N-(5-cyano-4-((2-(2-methoxyethoxy)ethyl)amino)pyridin-2-yl)-7-formyl-4-methoxy-3,4-dihydro-2,4-methylene-1,8-naphthyridine-1(2H)-carboxamide